(E)-2-(7-((3-((2,6-dimethylphenyl)amino)-1-methyl-1H-pyrazolo[3,4-d]pyrimidin-6-yl)amino)-1,2,3,4-tetrahydroisoquinoline-2-carbonyl)-3-(piperidin-4-yl)acrylonitrile CC1=C(C(=CC=C1)C)NC1=NN(C2=NC(=NC=C21)NC2=CC=C1CCN(CC1=C2)C(=O)\C(\C#N)=C\C2CCNCC2)C